(S)-8-(5-((2-amino-3-chloropyridin-4-yl)thio)pyrazin-2-yl)-2-(pyridin-2-yl)-2,8-diazaspiro[4.5]decan-4-amine NC1=NC=CC(=C1Cl)SC=1N=CC(=NC1)N1CCC2([C@@H](CN(C2)C2=NC=CC=C2)N)CC1